CN(C)CCCN N,N-dimethyl-3-aminopropyl-amine